CC=1N(N=C2C3=C(CCC12)OC(=C3C3CC3)C(=O)O[C@@H](CS(=O)(=O)C3=CC=CC=C3)C3=CC(=CC=C3)Cl)CC3=NC=CC=C3 R-2-benzenesulfonyl-1-(3-chlorophenyl)ethanol methyl-8-cyclopropyl-2-[(pyridin-2-yl)methyl]-4,5-dihydro-2H-furo[2,3-g]indazole-7-carboxylate